C(C)OC(\C(=C(/C)\C=1C=NC(=C(C1)F)C1(CC1)C)\C#N)=O.C1CCS(=O)(=O)OCOS1(=O)=O methylene 1,3-propanedisulfonate ethyl-(E)-2-cyano-3-(5-fluoro-6-(1-methylcyclopropyl)pyridin-3-yl)but-2-enoate